NCC1=CC=C(C=C1)C1=CC2=C(N=CN=C2C=2C(=C(C=C(C2)F)NC(C2=C(C=C(C=C2)C(C)(C)O)F)=O)C)N1 N-(3-(6-(4-(aminomethyl)phenyl)-7H-pyrrolo[2,3-d]pyrimidin-4-yl)-5-fluoro-2-methylphenyl)-2-fluoro-4-(2-hydroxypropan-2-yl)benzamide